COC=1C=C(C=CC1OC)C=1N=C2N(C(C1)=O)C=C(C=C2CC)C=2CCNCC2 2-(3,4-Dimethoxyphenyl)-9-ethyl-7-(1,2,3,6-tetrahydropyridin-4-yl)-4H-pyrido[1,2-a]pyrimidin-4-one